2-(4-(1-(2-(4-(2,3-dimethylphenyl)piperazin-1-yl)-2-oxoethyl)-4,5,6,7-tetrahydro-1H-indazol-3-carbonyl)piperazin-1-yl)acetamide CC1=C(C=CC=C1C)N1CCN(CC1)C(CN1N=C(C=2CCCCC12)C(=O)N1CCN(CC1)CC(=O)N)=O